1,2-bis(4-pyridinyl)acetylene N1=CC=C(C=C1)C#CC1=CC=NC=C1